tert-butyl (3S,5S)-5-(3-(cyclopentyloxy)-4-methoxyphenyl)-3-(3-methylbenzyl)-2-oxopiperidine-1-carboxylate C1(CCCC1)OC=1C=C(C=CC1OC)[C@@H]1C[C@H](C(N(C1)C(=O)OC(C)(C)C)=O)CC1=CC(=CC=C1)C